1-(but-3-en-1-yl)-1,1,3,3-tetramethyl-disiloxane C(CC=C)[Si](O[SiH](C)C)(C)C